3,4,5-trihydroxytetrahydro-2H-pyran-2-acetic acid OC1C(OCC(C1O)O)CC(=O)O